[7-[4-(methylamino)-1-piperidinyl]Imidazo[1,2-a]Pyridin-3-yl]Hexahydropyrimidine-2,4-dione CNC1CCN(CC1)C1=CC=2N(C=C1)C(=CN2)N2C(NC(CC2)=O)=O